CN1C2=C(O[C@H](C1)C)N=CC(=C2)S(=O)(=O)N2CCC1(C[C@H](CO1)NC[C@@H](COC=1C=C(C=CC1)S(=O)(=O)NC)O)CC2 3-((S)-3-((R)-8-((S)-1,3-dimethyl-2,3-dihydro-1H-pyrido[2,3-b][1,4]oxazin-7-ylsulfonyl)-1-oxa-8-azaspiro[4.5]decan-3-ylamino)-2-hydroxypropoxy)-N-methylbenzenesulfonamide